CN1CCN(CC1)C1=C(C(=O)N)C(=CC=N1)C1=C(C=CC=C1)C (4-methylpiperazin-1-yl)-4-(o-tolyl)nicotinamide